N1-(4,4''-di-tert-butyl-[1,1':3',1''-terphenyl]-2'-yl)benzene-1,2-diamine C(C)(C)(C)C1=CC=C(C=C1)C1=C(C(=CC=C1)C1=CC=C(C=C1)C(C)(C)C)NC=1C(=CC=CC1)N